[Zn].ClC=1C=NC(=C(C(=O)NC2CCC(CC2)CN2C(N(C3=C2C=CC=C3)C=3C=NC=C(C3)C3=NN(C=C3)C)=O)C1)C 5-chloro-2-methyl-N-((1r,4r)-4-((3-(5-(1-methyl-1H-pyrazol-3-yl)pyridin-3-yl)-2-oxo-2,3-dihydro-1H-benzo[d]imidazol-1-yl)methyl)cyclohexyl)nicotinamide zinc